4-((7S)-8-((7-methyl-5-(prop-1-yn-1-yl)-1H-indol-4-yl)methyl)-1-oxa-8-azaspiro[4.5]decan-7-yl)benzoic Acid CC=1C=C(C(=C2C=CNC12)CN1[C@@H](CC2(CCCO2)CC1)C1=CC=C(C(=O)O)C=C1)C#CC